C1(CC1)NC(C1=C(C=C(C=C1OC)C1=CN=C2N1C=CC(=C2)OCC2OCC2)OC(F)F)=O N-cyclopropyl-2-(difluoromethoxy)-6-methoxy-4-[7-(oxetan-2-ylmethoxy)imidazo[1,2-a]pyridin-3-yl]benzamide